CC1=CC=C(C=C1)S(=O)(=O)O.C(CC[C@@H](C(=O)O)NC(=O)C1=CC=C(NC[C@H]2CNC=3N=C(N)NC(=O)C3N2)C=C1)(=O)O (6S)-tetrahydrofolic acid p-toluenesulfonic acid salt